(6-Fluoro-5-(4-fluoro-3-(5-(2-(3-iodophenyl)-7,7-dimethylnon-8-yn-2-yl)-4H-1,2,4-triazol-3-yl)phenoxy)-1H-indol-4-yl)methanol FC1=C(C(=C2C=CNC2=C1)CO)OC1=CC(=C(C=C1)F)C1=NN=C(N1)C(C)(CCCCC(C#C)(C)C)C1=CC(=CC=C1)I